(2S,5S)-2-tert-butyl-3-methyl-5-benzyl-4-imidazolidinone C(C)(C)(C)[C@H]1N[C@H](C(N1C)=O)CC1=CC=CC=C1